(S)-6-(4'-amino-4'H,6'H-spiro[piperidine-4,5'-pyrrolo[1,2-b]pyrazol]-1-yl)-5-chloro-3-(2,3-dichlorophenyl)-2-methylpyrimidin-4(3H)-one (trifluoroacetate) FC(C(=O)O)(F)F.N[C@H]1C2(CN3N=CC=C31)CCN(CC2)C2=C(C(N(C(=N2)C)C2=C(C(=CC=C2)Cl)Cl)=O)Cl